4,4'-diphenyl-4,4'-sulfonyldiphenol C1(=CC=CC=C1)C1(CC=C(C=C1)O)S(=O)(=O)C1(CC=C(C=C1)O)C1=CC=CC=C1